5-(2-Fluoro-6-methylphenyl)-3-(4-(8-methyl-3,8-diazabicyclo[3.2.1]octan-3-yl)phenyl)-1H-pyrazolo[4,3-c]pyridazin-6(5H)-on FC1=C(C(=CC=C1)C)N1N=C2C(=CC1=O)NN=C2C2=CC=C(C=C2)N2CC1CCC(C2)N1C